tert-Butyl (2S,4R)-4-(imidazo[1,2-c]pyrimidin-7-yloxy)-2-methylpyrrolidine-1-carboxylate N=1C=CN2C=NC(=CC21)O[C@@H]2C[C@@H](N(C2)C(=O)OC(C)(C)C)C